2-(4-fluorotetrahydro-2H-pyran-4-yl)-4-methylthiazole FC1(CCOCC1)C=1SC=C(N1)C